FC(=C(OC)C=1C(=C2C(=NN(C2=CC1)C)N)OC)F 5-(2,2-Difluoro-1-methoxyvinyl)-4-methoxy-1-methyl-1H-indazol-3-amine